ClC1=C(C=CC=C1)[C@H]1CC[C@H](N1C(=O)C=1C=NC(=NC1)C1=CC=CC=C1)C(=O)O (2S,5R)-5-(2-chlorophenyl)-1-(2-phenylpyrimidine-5-carbonyl)pyrrolidine-2-carboxylic acid